N1=CC=C(C2=CC=NC=C12)N [1,7]Naphthyridin-4-amine